FC(C(=O)N1CC(C1)NC1=NC=CN=C1NC=1C=NC(=CC1)OC(F)(F)F)=C 2-fluoro-1-(3-((3-((6-(trifluoromethoxy)pyridin-3-yl)amino)pyrazin-2-yl)amino)azetidin-1-yl)prop-2-en-1-one